C(C1=CC=CC=C1)OC1=CC=C2CCCC3(CCC=4C(=NC(=NC4C3)S(=O)C)N3[C@H](CN(CC3)C(C3=CC=CC=C3)(C3=CC=CC=C3)C3=CC=CC=C3)COC)C2=C1 7-(Benzyloxy)-4'-((R)-2-(methoxymethyl)-4-tritylpiperazin-1-yl)-2'-(methylsulfinyl)-3,4,5',8'-tetrahydro-2H,6'H-spiro[naphthalene-1,7'-quinazoline]